NCC1=CC(=C(C=C1)NC(=O)C1=CC2=C(OCCC3=C2SC=C3)C=C1C=1C(=NC(=CC1)C(NCCC)=O)C(=O)OC)C(F)(F)F methyl 3-(9-((4-(aminomethyl)-2-(trifluoromethyl)phenyl)carbamoyl)-4,5-dihydrobenzo[b]thieno[2,3-d]oxepin-8-yl)-6-(propylcarbamoyl)picolinate